C(C)(C)C1C(CC1(F)F)(C(=O)OCC1=CC=C(C=C1)C=1C=C(C=C2C(=NNC12)N)C1=CC(=NC=C1)N)C(=O)NNC1=CC=C(C=C1)Cl (4-(3-Amino-5-(2-aminopyridin-4-yl)-1H-indazol-7-yl)phenyl)methanol isopropyl-1-(2-(4-chlorophenyl)hydrazine-1-carbonyl)-3,3-difluorocyclobutane-1-carboxylate